N[C@H]1CS(C2=C(N(C1=O)CC1=CC=C(C=C1)Cl)C=C(C(=C2)F)C2=NOC(=N2)NC2CCC2)(=O)=O (3R)-3-amino-5-[(4-chlorophenyl)methyl]-7-[5-(cyclobutylamino)-1,2,4-oxadiazol-3-yl]-8-fluoro-1,1-dioxo-2,3-dihydro-1λ6,5-benzothiazepin-4-one